(Phenyldibenzoselenophenyl)(diphenyltriazinyl)terbenzene C1(=CC=CC=C1)C1=C(C2=C([Se]C3=C2C=CC=C3)C=C1)C=1C(=C(C=CC1)C=1C(=CC=CC1)C1=CC=CC=C1)C1=NN=NC(=C1C1=CC=CC=C1)C1=CC=CC=C1